allyl aziridinyl ketone N1(CC1)C(=O)CC=C